1-benzyl-3-(benzyloxymethyl)-5-methoxy-1H-pyrazole C(C1=CC=CC=C1)N1N=C(C=C1OC)COCC1=CC=CC=C1